C(C)N1N=C(C=C1)NC1=NC=C(C(=O)NC([2H])([2H])[2H])C(=C1)NC1=C(C(=CC=C1)C1=NC=C(C=N1)F)OC 6-((1-ethyl-1H-pyrazol-3-yl)amino)-4-((3-(5-fluoropyrimidin-2-yl)-2-methoxyphenyl)amino)-N-(methyl-d3)nicotinamide